5-(2-{2-[(Decahydroisochinolin-2-sulfonyl)amino]phenyl}ethynyl)pyridin C1N(CCC2CCCCC12)S(=O)(=O)NC1=C(C=CC=C1)C#CC=1C=CC=NC1